C(CCC)OC1=C(C=C(C=C1)N)N butanoxy-2,4-diaminobenzene